C(C=C)(=O)OCCOC1=CC=C(C=C1)C(C)(C)C1=CC=C(C=C1)OCCOC(C=C)=O 2,2-bis(4-acryloxyethoxyphenyl)propane